BrCCCCC#CC1=CC=C(C=C1)N1C(NC(CC1)=O)=O 1-(4-(6-bromohex-1-yn-1-yl)phenyl)dihydropyrimidine-2,4(1H,3H)-dione